C1(=CC=CC=C1)C1=C(N=CO1)C(=O)N 5-phenyloxazole-4-carboxamide